3-[7-(difluoromethyl)-6-(1-methylpyrazol-4-yl)-3,4-dihydro-2H-quinolin-1-yl]-N-methyl-1-[1-[2-(4-piperidyloxy)acetyl]-4-piperidyl]-6,7-dihydro-4H-pyrazolo[4,3-c]pyridine-5-carboxamide FC(C1=C(C=C2CCCN(C2=C1)C1=NN(C2=C1CN(CC2)C(=O)NC)C2CCN(CC2)C(COC2CCNCC2)=O)C=2C=NN(C2)C)F